N-((6aR)-8-acryloyl-4-chloro-3-(2-fluoro-6-hydroxyphenyl)-12-oxo-6,6a,7,8,9,10-hexahydro-12H-pyrazino[2,1-c]pyrido[3,4-f][1,4]oxazepin-1-yl)-3,3-dimethylbutanamide C(C=C)(=O)N1C[C@@H]2COC3=C(C(N2CC1)=O)C(=NC(=C3Cl)C3=C(C=CC=C3O)F)NC(CC(C)(C)C)=O